8-(4-acrylamidophenyl)-2-(4-phenoxyphenyl)-5,6,7,8-tetrahydroimidazo[1,2-b]Pyridazine C(C=C)(=O)NC1=CC=C(C=C1)C1C=2N(NCC1)C=C(N2)C2=CC=C(C=C2)OC2=CC=CC=C2